N1(C=NC2=C1C=CC=C2)C(C(=O)N2CC=1CN(CC1C2)S(=O)(=O)C=2N=C(N(C2)C)C)C 2-(1H-benzo[d]imidazol-1-yl)-1-(5-((1,2-dimethyl-1H-imidazol-4-yl)sulfonyl)-3,4,5,6-tetrahydropyrrolo[3,4-c]pyrrol-2(1H)-yl)propan-1-one